5-(4-(tert-butyl)phenyl)-2-methyl-3,4-dihydro-2H-pyrrole C(C)(C)(C)C1=CC=C(C=C1)C=1CCC(N1)C